C(CCCC(=O)[O-])(=O)[O-].[Nd+3].C(CCCC(=O)[O-])(=O)[O-].C(CCCC(=O)[O-])(=O)[O-].[Nd+3] neodymium glutarate